BrC=1C=C2CC(NC2=CC1)=O 5-bromo-1H-2-indolone